O.ClC=1C(=C(CN2[C@@H](C[C@@](CC2)(C(=O)[O-])CC2=NC(=C(C(=C2)C)F)NC2=CC(=NN2)C)C)C=CC1)F.[K+] potassium (2R,4R)-1-(3-chloro-2-fluorobenzyl)-4-((5-fluoro-4-methyl-6-((3-methyl-1H-pyrazol-5-yl) amino) pyridin-2-yl) methyl)-2-methylpiperidine-4-carboxylate monohydrate